OCCC(N)(P(OCC)(OCC)=O)CCO diethyl bis-(2-hydroxyethyl)-aminomethylphosphonate